1,1,5,5-tetramethoxy-1,3,3,5-tetraphenyltrisiloxane CO[Si](O[Si](O[Si](C1=CC=CC=C1)(OC)OC)(C1=CC=CC=C1)C1=CC=CC=C1)(C1=CC=CC=C1)OC